1-(1-(4-butylphenyl)ethyl)-6-methyl-4-(pyrimidin-2-ylmethoxy)pyridin-2(1H)-one C(CCC)C1=CC=C(C=C1)C(C)N1C(C=C(C=C1C)OCC1=NC=CC=N1)=O